ClC=1C(=C(C#N)C=C(C1)C(C)(C1=CC=C(C=C1)B1OC(C(O1)(C)C)C)C)OCCCl 3-chloro-2-(2-chloroethoxy)-5-[1-methyl-1-[4-(4,4,5-trimethyl-1,3,2-dioxaborolan-2-yl)phenyl]ethyl]benzonitrile